C(#N)N1[C@H](C[C@H](C1)O)C(=O)N(C1=CC=C(C=C1)C1(CC1)C(F)(F)F)C(C(=O)NC1CCCCC1)C=1C=NC=CC1 (2R,4R)-1-cyano-N-[2-(cyclohexylamino)-2-oxo-1-(3-pyridyl)ethyl]-4-hydroxy-N-[4-[1-(trifluoromethyl)cyclopropyl]phenyl]pyrrolidine-2-carboxamide